5-[4-amino-5-(trifluoromethyl)pyrrolo[2,1-f][1,2,4]triazin-7-yl]-N-[(3R,4S)-1-(cyclopropanesulfonyl)-4-fluoropyrrolidin-3-yl]-2-methoxypyridine-3-carboxamide NC1=NC=NN2C1=C(C=C2C=2C=C(C(=NC2)OC)C(=O)N[C@@H]2CN(C[C@@H]2F)S(=O)(=O)C2CC2)C(F)(F)F